FC1(CN(C[C@@H]([C@H]1NC(=O)C1=CC(=CC=2N(C=NC21)CC(F)(F)F)C#CCNC=2C(OC)=CC(=C(C2)C(NC)=O)F)C)C)F N-[(4R,5S)-3,3-difluoro-1-methyl-5-methyl-4-piperidyl]-6-{3-[4-(N-methylcarbamoyl)-5-fluoro-2-anisidino]-1-propynyl}-1-(2,2,2-trifluoroethyl)-1H-1,3-benzimidazole-4-carboxamide